6-(1H-Pyrrolo[2,3-c]pyridin-4-yl)benzo[d]oxazole N1C=CC=2C1=CN=CC2C2=CC1=C(N=CO1)C=C2